4-(2-(2,6-dioxopiperidin-3-yl)-1-oxoisoindolin-5-yl)piperidine O=C1NC(CCC1N1C(C2=CC=C(C=C2C1)C1CCNCC1)=O)=O